3-((4-(2-(((2-(2,6-dioxopiperidin-3-yl)-7-fluoro-1,3-dioxoisoindolin-5-yl)methyl)(methyl)amino)-4-methylthiazol-5-yl)-5-fluoropyrimidin-2-yl)amino)benzenesulfonamide O=C1NC(CCC1N1C(C2=C(C=C(C=C2C1=O)CN(C=1SC(=C(N1)C)C1=NC(=NC=C1F)NC=1C=C(C=CC1)S(=O)(=O)N)C)F)=O)=O